COC1=C2C=C3C=CC(=CC3=CC2=CC2=CC=CC=C12)C=O 6-methoxy-2-naphthacenealdehyde